[3-(4-aminocinnolin-7-yl)-2-fluoro-4-methoxyphenyl]boronic acid NC1=CN=NC2=CC(=CC=C12)C=1C(=C(C=CC1OC)B(O)O)F